COCC1(NC2=C(NC1=O)C=NC1=C2C=CN1S(=O)(=O)C1=CC=CC=C1)C 2-(methoxymethyl)-2-methyl-7-(benzenesulfonyl)-1,2,4,7-tetrahydro-3H-pyrrolo[3',2':5,6]Pyrido[3,4-b]pyrazin-3-one